1-phenyl-1H-benzo[d]imidazole-6-carbonitrile C1(=CC=CC=C1)N1C=NC2=C1C=C(C=C2)C#N